N,N-dimethyl(5,5-dimethyl-4H-isoxazol-3-yl-sulfanyl)methaniminium C[N+](=CSC1=NOC(C1)(C)C)C